N1=CN=CC2=C1NC1=CC=C(C=C21)C(=O)O.CN2CCN(CC2)C=2C=C(C=C(C2)N2N=C(C(=C2)C=2C=C1CCNC(C1=CC2)=O)[N+](=O)[O-])NC(C=C)=O N-(3-(4-methylpiperazin-1-yl)-5-(3-nitro-4-(1-oxo-1,2,3,4-tetrahydroisoquinolin-6-yl)-1H-pyrazol-1-yl)phenyl)acrylamide 9H-pyrimido[4,5-b]indole-6-carboxylate